CC1(C(NC2=CC(=CC=C12)NC(CC1=CC=C(C=C1)C1=CC=2N(C=C1)N=CN2)=O)=O)C N-(3,3-Dimethyl-2-oxo-1H-indol-6-yl)-2-[4-([1,2,4]triazolo[1,5-a]pyridin-7-yl)phenyl]acetamide